N(=[N+]=[N-])C(C)C1=CC=C(C=C1)C=1OC(=NN1)C(F)F 2-(4-(1-azidoethyl)phenyl)-5-(difluoromethyl)-1,3,4-oxadiazole